C1NCC2(C3=CC=C(C=C13)C(=O)[O-])CC2 2',3'-dihydro-1'H-spiro[cyclopropan-1,4'-isoquinoline]-7'-carboxylate